(E)-4-((5-(4-chlorophenyl)furan-2-yl)methylene)-1,2,3,4-tetrahydroacridine-9-carboxylic acid ClC1=CC=C(C=C1)C1=CC=C(O1)\C=C\1/CCCC2=C(C3=CC=CC=C3N=C12)C(=O)O